FC1=C(C=CC(=C1)F)S(=O)(=O)SC=1C=C(C=NC1OC)C=1C=C2C(=NC=NC2=CC1)N1CCN(CC1)C(=O)OC(C)(C)C tert-butyl 4-(6-(5-(((2,4-difluorophenyl)sulfonyl)thio)-6-methoxypyridin-3-yl)quinazolin-4-yl)piperazine-1-carboxylate